ClC=1N=CC2=C(N1)N(C=C2Cl)CC(COC2=NN(C(=C2[N+](=O)[O-])C)C2CCC(CC2)OC)F 2,5-dichloro-7-(2-fluoro-3-((1-((1r,4r)-4-methoxycyclohexyl)-5-methyl-4-nitro-1H-pyrazol-3-yl)oxy)propyl)-7H-pyrrolo[2,3-d]pyrimidine